(p-carbazolyl)-1,1'-biphenyl C1(=CC=CC=2C3=CC=CC=C3NC12)C1=CC=C(C=C1)C1=CC=CC=C1